[Si](C)(C)(C(C)(C)C)OCC=1N=CSC1C 4-(((tert-butyldimethylsilyl)oxy)methyl)-5-methylthiazole